Nalpha-BOC-Nε-FMOC-L-lysine C(=O)(OC(C)(C)C)N[C@@H](CCCCNC(=O)OCC1C2=CC=CC=C2C2=CC=CC=C12)C(=O)O